2-[1H-benzimidazol-2-yl-(5-fluoro-2-hydroxy-phenyl)methyl]-7-methyl-6-[4-(1-methyl-4-piperidyl)phenyl]isoindolin-1-one N1C(=NC2=C1C=CC=C2)C(N2C(C1=C(C(=CC=C1C2)C2=CC=C(C=C2)C2CCN(CC2)C)C)=O)C2=C(C=CC(=C2)F)O